CC(C)N(C(C)C)P(OCC1=CC=CC=C1)OCC2=CC=CC=C2 N-dibenzyloxyphosphanyl-N-isopropyl-propan-2-amine